BrC=1C=NC=2C=CN(C(C2C1)=O)C 3-bromo-6-methyl-1,6-naphthyridin-5(6H)-one